(2,5-difluoro-3-pyridinyl)boronic acid FC1=NC=C(C=C1B(O)O)F